5-((2-((2-methoxyethyl)amino)ethoxy)methyl)-2-phenyl-N-(tetrahydro-2H-pyran-4-yl)-1H-indol-7-amine COCCNCCOCC=1C=C2C=C(NC2=C(C1)NC1CCOCC1)C1=CC=CC=C1